2,4-dichloro-6-nitroanilinediazonium ClC1=C(N[N+]#N)C(=CC(=C1)Cl)[N+](=O)[O-]